([1,1'-biphenyl]-4-yl)prop-2-ene C1(=CC=C(C=C1)CC=C)C1=CC=CC=C1